7-[2-[(2R)-3-(3,4-dihydro-1H-isoquinolin-2-yl)-2-hydroxy-propyl]-1-oxo-3,4-dihydroisoquinolin-6-yl]-5,6,8,8a-tetrahydro-1H-oxazolo[3,4-a]pyrazin-3-one C1N(CCC2=CC=CC=C12)C[C@H](CN1C(C2=CC=C(C=C2CC1)N1CC2N(CC1)C(OC2)=O)=O)O